FC1=CC=C(CN2CCN(CC2)C(CCC2=CC=C(C=C2)O)=O)C=C1 1-(4-(4-fluorobenzyl)piperazinyl)-3-(4-hydroxyphenyl)-1-propanone